(2s,4r)-4-[(5-bromo-2-pyridinyl)oxy]-2-methyl-pyrrolidine-1-carboxylic acid tert-butyl ester C(C)(C)(C)OC(=O)N1[C@H](C[C@H](C1)OC1=NC=C(C=C1)Br)C